COC(CNC1=C(C=CC=C1)Cl)=O (R)-o-chlorophenyl-glycine methyl ester